C(C=C)(=O)N1C[C@@H](N(C[C@H]1C)C1=NC(N2C3=C(C(=C(C=C13)Cl)C1=C(C=C(C(=C1)Cl)F)F)OC[C@H](C2)N2CCOCC2)=O)C (3S)-8-((2S,5R)-4-acryloyl-2,5-dimethylpiperazin-1-yl)-10-chloro-11-(5-chloro-2,4-difluorophenyl)-3-morpholino-3,4-dihydro-2H,6H-[1,4]oxazepino[2,3,4-ij]quinazolin-6-one